1-bromo-2-(4-(trifluoromethyl)phenoxy)benzene BrC1=C(C=CC=C1)OC1=CC=C(C=C1)C(F)(F)F